tert-butyl ((5-bromo-2-methoxyphenyl)(methyl)(oxo)-λ6-sulfaneylidene)carbamate BrC=1C=CC(=C(C1)S(=O)(C)=NC(OC(C)(C)C)=O)OC